2-amino-5-(4-(2-(3,5-difluorophenyl)-2-hydroxyacetamido)-3-fluoro-2-methylphenyl)-N-(oxetan-3-yl)nicotinamide NC1=C(C(=O)NC2COC2)C=C(C=N1)C1=C(C(=C(C=C1)NC(C(O)C1=CC(=CC(=C1)F)F)=O)F)C